O1N=C(C2=C1C=CC=C2)C2=C(C=CC=C2)[C@H](CC2=CC=CC(=N2)C(=O)N)N[S@@](=O)C(C)(C)C 6-{(S)-2-[2-(Benzo[d]isoxazol-3-yl)phenyl]-2-[((S)-tert-butylsulfinyl)amino]ethyl}pyridine-2-carboxamide